ClC=1C(=CC(=NC1)OC)C1=CC(=NN1)C(=O)N1CCC(CC1)C(=O)NC1C=2C=CC(NC2CCC1)=O 1-[5-(5-chloro-2-methoxypyridin-4-yl)-1H-pyrazole-3-carbonyl]-N-(2-oxo-1,2,5,6,7,8-hexahydroquinolin-5-yl)piperidine-4-carboxamide